8-(5-chloro-2-(isopropylamino)pyridin-4-yl)-2-(5-fluoro-2-(hydroxymethyl)benzyl)-2',2'-dimethyl-2,3-dihydro-1h,5h-spiro[pyrrolo[1,2-a][1,4]diazepine-4,5'-[1,3]dioxane]-1-one ClC=1C(=CC(=NC1)NC(C)C)C=1C=C2N(CC3(COC(OC3)(C)C)CN(C2=O)CC2=C(C=CC(=C2)F)CO)C1